OC1=C(C(=O)NC2=C(C3=C(C(OC(C3)(C)C)(C)C)S2)C(=O)N)C=CC=C1 2-(2-hydroxybenzoamido)-5,5,7,7-tetramethyl-5,7-dihydro-4H-thieno[2,3-c]pyran-3-carboxamide